((3-hydroxypropyl)azanediyl)bis(hexane-6,1-diyl) bis(6,6-bis(heptyloxy)hexanoate) C(CCCCCC)OC(CCCCC(=O)OCCCCCCN(CCCCCCOC(CCCCC(OCCCCCCC)OCCCCCCC)=O)CCCO)OCCCCCCC